CN1C=C(C[C@@H](N)C(=O)O)C2=CC=CC=C12 D-1-methyl-tryptophan